1,3-dioxaindoline-2-carboxylate O1C(OC2=CC=CC=C12)C(=O)[O-]